C(C)(C)(C)OC(=O)N(CCC(=O)NCCCNC=1C=C(C(=O)O)C=CC1C=1C(=NN(C1)COCC[Si](C)(C)C)C(N)=O)CC1=CC(=C(C=C1)C1=CC=CC=C1)Cl 3-((3-(3-((Tert-butoxycarbonyl)((2-chloro-[1,1'-biphenyl]-4-yl)methyl)amino)propanamido)propyl)amino)-4-(3-carbamoyl-1-((2-(trimethylsilyl)ethoxy)methyl)-1H-pyrazol-4-yl)benzoic acid